OC=1C(=NC=C(C1C)C=1C=C2C=CN=CC2=CC1)C(=O)NCC(=O)OCC ethyl (3-hydroxy-5-(isoquinolin-6-yl)-4-methylpicolinoyl)glycinate